C(CCC)OC(N(C=1SC(=CN1)C1=CC=C(C=C1)[N+](=O)[O-])C(=O)OC(C)(C)C)=O Butyl(tert-butoxycarbonyl)(5-(4-nitrophenyl)thiazol-2-yl)carbamate